tert-butyl-[(3-ethoxy-1H-pyrazol-5-yl)methoxy]-dimethyl-silane C(C)(C)(C)[Si](C)(C)OCC1=CC(=NN1)OCC